S1N=C(C2=C1C=CC=C2)N2CCN(CC2)C=2C=C1CN(C(C1=CC2)=O)[C@H](C(=O)NC(CC(=O)O)C(CF)=O)CC 3-((s)-2-(5-(4-(benzo[d]isothiazol-3-yl)piperazin-1-yl)-1-oxoisoindolin-2-yl)butanamido)-5-fluoro-4-oxopentanoic acid